((2R,3S,4R,SR)-5-(4-aminopyrrolo[2,1-f][1,2,4]triazin-7-yl)-5-cyano-3,4-dihydroxytetrahydrofuran-2-yl)methyl ((R)-2-(benzyloxy)-2-methyl-3-(octadecyloxy)propyl) hydrogen phosphate P(=O)(OC[C@H]1O[C@]([C@@H]([C@@H]1O)O)(C#N)C1=CC=C2C(=NC=NN21)N)(OC[C@](COCCCCCCCCCCCCCCCCCC)(C)OCC2=CC=CC=C2)O |&1:6|